4-(2-(N-methylcarbamoyl)-4-pyridyloxy)phenylurea CNC(=O)C1=NC=CC(=C1)OC1=CC=C(C=C1)NC(=O)N